6-Acetyl-2-(3,5-di-O-benzoyl-2-deoxy-2-fluoro-β-D-arabinofuranosyl)-6,7,8,9-tetrahydro-2H-2,3,5,6-tetraazabenzo[cd]azulene C(C)(=O)N1C=2C3=C(N(C=C3CCC1)[C@H]1[C@H]([C@H](OC(C3=CC=CC=C3)=O)[C@H](O1)COC(C1=CC=CC=C1)=O)F)N=CN2